[1-benzyl-2-[4-methyl-3-[[1-(1-naphthyl)cyclopropyl]carbamoyl] phenoxy]ethyl]carbamate C(C1=CC=CC=C1)C(COC1=CC(=C(C=C1)C)C(NC1(CC1)C1=CC=CC2=CC=CC=C12)=O)NC([O-])=O